tert-butyl 4-(1-(3-(2,6-dioxopiperidin-3-yl)-1-methyl-1H-indazol-6-yl)azetidin-3-yl)piperazine-1-carboxylate O=C1NC(CCC1C1=NN(C2=CC(=CC=C12)N1CC(C1)N1CCN(CC1)C(=O)OC(C)(C)C)C)=O